ClC=1N=NC(=CC1C)Cl 3,6-Dichloro-4-methylpyridazine